(4-{[(1S,4S,5R,8S,9R,12R,13R)-1,5,9-trimethyl-11,14,15,16-tetraoxatetracyclo[10.3.1.04,13.08,13]hexadecan-10-yl]amino}butyl)trimethylammonium tartrate C(=O)([O-])C(O)C(O)C(=O)[O-].C[C@@]12CC[C@H]3[C@@H](CC[C@H]4[C@H](C(O[C@@H]([C@@]34OO1)O2)NCCCC[N+](C)(C)C)C)C.C[C@@]21CC[C@H]3[C@@H](CC[C@H]4[C@H](C(O[C@@H]([C@@]34OO2)O1)NCCCC[N+](C)(C)C)C)C